1-methyl-naphthalen CC1=CC=CC2=CC=CC=C12